[Pt+2].ClC=1C(=NC=CC1)C1=NC=CC=C1C1=NC=CC=C1 chloro(terpyridine) platinum (II)